C(C(C)(C)C)N1CC=NC=C1 N-neopentylpyrazine